CN([C@@H](CC1=C(C(=C(C(=O)N)C=C1)F)C)CNC(C[C@@H](C1(CC1)C(F)(F)F)C=1C=NC(=CC1)C)=O)C 4-((S)-2-(dimethylamino)-3-((R)-3-(6-methylpyridin-3-yl)-3-(1-(trifluoromethyl)cyclopropyl)propanamido)propyl)-2-fluoro-3-methylbenzamide